4-chloro-1-(2,2-dimethoxypropyl)-2-fluorobenzene ClC1=CC(=C(C=C1)CC(C)(OC)OC)F